5-[4-amino-5-(trifluoromethyl)pyrrolo[2,1-f][1,2,4]triazin-7-yl]-2-chloro-N-[(3R,4S)-4-fluoro-1-(2-hydroxy-2-methylpropanoyl)pyrrolidin-3-yl]benzamide NC1=NC=NN2C1=C(C=C2C=2C=CC(=C(C(=O)N[C@@H]1CN(C[C@@H]1F)C(C(C)(C)O)=O)C2)Cl)C(F)(F)F